FC1=C(C=CC(=C1)C=1C=C2CC(CC2=CC1)CCCCC)C=1C=C(C(=C(C1)O)OCCCCO)C1=CC(=C(C=C1)O)OCCCO 5-[2-fluoro-4-(2-pentyl-2,3-dihydro-1H-inden-5-yl)phenyl]-3-[4-hydroxy-3-(3-hydroxypropoxy)phenyl]-2-(4-hydroxybutoxy)phenol